4-Methoxybenzenesulfonohydrazide COC1=CC=C(C=C1)S(=O)(=O)NN